(R)-pyrrolidine-3-carbonitrile N1C[C@@H](CC1)C#N